CN1C(=C2OCC3C(NS(C2=C1)(=O)=O)CN(C3)C(=O)C=3N=CC(NC3)=O)C(=O)NC3=CC(=C(C(=C3)F)F)F 7-methyl-2-(5-oxo-4,5-dihydropyrazine-2-carbonyl)-N-(3,4,5-trifluorophenyl)-2,3,3a,4,10,10a-hexahydro-1H,7H-dipyrrolo[3,4-b:3',4'-f][1,4,5]oxathiazocine-8-carboxamide 5,5-dioxide